9-(7-chloro-9,9-dimethyl-9H-fluoren-2-yl)-3,6-dimethyl-9H-carbazole ClC1=CC=C2C=3C=CC(=CC3C(C2=C1)(C)C)N1C2=CC=C(C=C2C=2C=C(C=CC12)C)C